7-((triethylsilyl)oxy)undec-1-en-3-one 1,2-di-oleoyl-glycero-3-phosphate C(CCCCCCC\C=C/CCCCCCCC)(=O)OCC(OC(CCCCCCC\C=C/CCCCCCCC)=O)COP(=O)(O)O.C(C)[Si](OC(CCCC(C=C)=O)CCCC)(CC)CC